FC1=C2CN(C(C2=CC=C1C[C@@H]1[C@H](CCCC1)NC1CCOCC1)=O)C1C(NC(CC1)=O)=O 3-(4-fluoro-1-oxo-5-(((1R,2S)-2-((tetrahydro-2H-pyran-4-yl)amino)cyclohexyl)methyl)isoindolin-2-yl)piperidine-2,6-dione